C(#N)C(NC(=O)[C@@H]1[C@H]2C([C@H]2CN1C([C@H](C(C)(C)C)NC(C(F)(F)F)=O)=O)(C)C)C1=CN=CC2=CC=CC(=C12)C#C (1R,2S,5S)-N-[cyano-(5-ethynyl-4-isoquinolyl)methyl]-3-[(2S)-3,3-dimethyl-2-[(2,2,2-trifluoroacetyl)amino]butanoyl]-6,6-dimethyl-3-azabicyclo[3.1.0]hexane-2-carboxamide